ClC1=CC(=C(C=N1)C(=O)C1CC1)NC1CCC(CC1)O (6-Chloro-4-(((1s,4s)-4-hydroxycyclohexyl)amino)pyridin-3-yl)(cyclopropyl)methanone